C(#N)C1=NC(=CC=C1N1CCC(CC1)(C(=O)N[C@@H]1CN(CC1)C)C=1C=NC(=C(C1)F)C1=C(C=CC=C1)OC)C(F)(F)F 1-[2-cyano-6-(trifluoromethyl)pyridin-3-yl]-4-[5-fluoro-6-(2-methoxyphenyl)pyridin-3-yl]-N-[(3S)-1-methylpyrrolidin-3-yl]piperidine-4-carboxamide